BrCC1=CC(=NC(=C1)OC(C)C)OCC 4-(bromomethyl)-2-ethoxy-6-isopropoxypyridine